6-chloro-7-(3,5-dimethylisoxazol-4-yl)-2,2-dimethyl-4-phenyl-3,4-dihydro-2H-benzo[b][1,4]Oxazine ClC1=CC2=C(OC(CN2C2=CC=CC=C2)(C)C)C=C1C=1C(=NOC1C)C